C(#N)CN1N=C(C(=C1)C1=CN=C(N1C)C(=O)NC1=CC(=C(C=C1)C(=O)N1CCN(CC1)C(=O)N1CC(NCC1)C)CC)C(F)(F)F 5-[1-(cyanomethyl)-3-(trifluoromethyl)pyrazol-4-yl]-N-[3-ethyl-4-[4-(3-methylpiperazine-1-carbonyl)piperazine-1-carbonyl]phenyl]-1-methylimidazole-2-carboxamide